C(C)(C)(C)[C@@H]1N(CCC1COC=1C=NN(C1C1=CC=2N(C=C1)N=C(C2)NC(=O)C2CC2)CC)C(=O)O.C[C@@H](C2(COO2)C)C=C[C@@H](C)[C@H]2CC[C@H]1[C@@H]3C=CC4CCCC[C@]4(C)[C@H]3CC[C@]21C epidioxy-24(R)-methylcholesta-6,22-dien tert-butyl-(R)-3-(((5-(2-(cyclopropanecarboxamido)pyrazolo[1,5-a]pyridin-5-yl)-1-ethyl-1H-pyrazol-4-yl)oxy)methyl)pyrrolidine-1-carboxylate